3-((4-(piperazin-1-yl)phenyl)amino)piperidine-2,6-dione hydrochloride salt Cl.N1(CCNCC1)C1=CC=C(C=C1)NC1C(NC(CC1)=O)=O